C(#N)C[C@@H]1N(CCN(C1)C=1C2=C(N=C(N1)OCC13CCCN3CC(C1)=C)C(=C(N=C2)C2=CC=CC1=CC=C(C(=C21)C#C)F)F)C#N (2S)-2-(Cyanomethyl)-4-(7-(8-ethynyl-7-fluoronaphthalen-1-yl)-8-fluoro-2-((2-methylenetetrahydro-1H-pyrrolizin-7a(5H)-yl)methoxy)pyrido[4,3-d]pyrimidin-4-yl)piperazine-1-carbonitrile